N-(2,5-dichloropyrimidin-4-yl)-3-methylindolin-7-amine ClC1=NC=C(C(=N1)NC=1C=CC=C2C(CNC12)C)Cl